CN1C(=CC=2C(=NC(=CC21)C2=C(C=O)C=CC=C2)C)C2=CC=C(C=C2)S(=O)(=O)C (1,4-dimethyl-2-(4-(methylsulfonyl)phenyl)-1H-pyrrolo[3,2-c]pyridin-6-yl)benzaldehyde